NCCOCCOC1=CC2=C(N(C=N2)C2=CC=C(C=C2)NC(=O)NC=2NN=C(C2)C(C)(C)C)C=C1 1-(4-{5-[2-(2-Amino-ethoxy)-ethoxy]-benzimidazol-1-yl}-phenyl)-3-(5-tert-butyl-2H-pyrazol-3-yl)-urea